5-({4-[(3-chlorophenoxy)methyl]-2-thienyl}carbonyl)pyrimidin ClC=1C=C(OCC=2C=C(SC2)C(=O)C=2C=NC=NC2)C=CC1